C1=CC=CC=2C3=CC=CC=C3C(C12)COC(=O)NC(C(=O)[O-])CCCC=O 2-(9H-fluoren-9-ylmethoxycarbonylamino)-6-oxo-hexanoate